L-2,2'-azobis(2-amidinopropane) N(=NC(C)(C)C(N)=N)C(C)(C)C(N)=N